(Z)-3-(3-(3,5-bis(trifluoromethyl)phenyl)-1H-1,2,4-triazol-1-yl)-2-(thiazol-2-yl)acrylonitrile FC(C=1C=C(C=C(C1)C(F)(F)F)C1=NN(C=N1)\C=C(\C#N)/C=1SC=CN1)(F)F